C1(=CC=CC=C1)C1=CC(=NC2=CC=CC=C12)C(F)(F)F 4-phenyl-2-(trifluoromethyl)quinoline